COC(=O)C1=C(SC2=C1C=CC(=C2)O)N(CC2=CC=CC=C2)C(C)=O 2-[acetyl-(benzyl)amino]-6-hydroxy-1-benzothiophene-3-carboxylic acid methyl ester